Cl.NC1(C(C(CCC1)(C)O)=O)C1=C(C(=CC=C1)OC(F)(F)F)F 2-amino-2-(2-fluoro-3-(trifluoromethoxy)phenyl)-6-hydroxy-6-methylcyclohexan-1-one hydrochloride